O=C1NC2=C(N1)C=CC=C2 2,3-dihydro-2-oxo-1H-benzimidazol